5-methyl-3-phenyl-4-isoxazolyl chloride CC1=C(C(=NO1)C1=CC=CC=C1)Cl